2-Chloro-N-[1-(3-chloro-4-methylphenyl)-1H-indazol-4-yl]-5-({[(1-hydroxycyclopropyl)carbonyl]amino}methyl)benzamide ClC1=C(C(=O)NC2=C3C=NN(C3=CC=C2)C2=CC(=C(C=C2)C)Cl)C=C(C=C1)CNC(=O)C1(CC1)O